BrC1=CC(=C2CNC(C2=C1)=O)F 6-bromo-4-fluoro-2,3-dihydroisoindol-1-one